7-(3-cyclopropylphenoxy)-N-[2-(2,4-dichlorophenyl)-2-fluoro-ethyl]imidazo[1,2-a]pyridine-6-carboxamide C1(CC1)C=1C=C(OC2=CC=3N(C=C2C(=O)NCC(F)C2=C(C=C(C=C2)Cl)Cl)C=CN3)C=CC1